tert-butyl 8-(3-(2,6-bis(benzyloxy)pyridin-3-yl)-1-methyl-1H-indazol-6-yl)-2,8-diazaspiro[5.5]undecane-2-carboxylate C(C1=CC=CC=C1)OC1=NC(=CC=C1C1=NN(C2=CC(=CC=C12)N1CC2(CCCN(C2)C(=O)OC(C)(C)C)CCC1)C)OCC1=CC=CC=C1